[C@H]12CN(C[C@H](CCC1)N2)C(=O)OCC[Si](C)(C)C 2-(trisMethylsilyl)ethyl (1R,5S)-3,9-diazabicyclo[3.3.1]nonane-3-carboxylate